CNC=1N=C(C2=C(N1)N(C=C2C=2C=C1C=C(C=NC1=CC2)OC2OCCCC2)S(=O)(=O)C2=CC=C(C)C=C2)C=CC=2C=C(C=NC2)OCCO 2-((5-(2-(2-(methylamino)-5-(3-((tetrahydro-2H-pyran-2-yl)oxy)quinolin-6-yl)-7-Tosyl-7H-pyrrolo[2,3-d]pyrimidin-4-yl)vinyl)pyridin-3-yl)oxy)ethanol